methyl 2-(2-((7-(5-methyl-1,2,4-oxadiazol-3-yl) isoquinolin-1-yl) amino) ethyl)-1,2,3,4-tetrahydroisoquinoline-7-carboxylate CC1=NC(=NO1)C1=CC=C2C=CN=C(C2=C1)NCCN1CC2=CC(=CC=C2CC1)C(=O)OC